N[C@H]1CS(C2=C(N(C1=O)CC1=CC=C(C=C1)Cl)C=C(C=C2)C=2OC(=NN2)C2(CC2)C(F)(F)F)(=O)=O (3R)-3-amino-5-[(4-chlorophenyl)methyl]-1,1-dioxo-7-[5-[1-(trifluoromethyl)cyclopropyl]-1,3,4-oxadiazol-2-yl]-2,3-dihydro-1λ6,5-benzothiazepin-4-one